(6-CHLORO-4-FORMYL-PYRIDIN-2-YL)-CARBAMIC ACID TERT-BUTYL ESTER C(C)(C)(C)OC(NC1=NC(=CC(=C1)C=O)Cl)=O